R-xylose O=C[C@H](O)[C@@H](O)[C@H](O)CO